(1R,3S,5R)-2-(2-(3-acetyl-7-methyl-5-(2-methylpyrimidin-5-yl)-1H-indazol-1-yl)acetyl)-5-methyl-N-(2-morpholinoethyl)-2-azabicyclo[3.1.0]hexane-3-carboxamide C(C)(=O)C1=NN(C2=C(C=C(C=C12)C=1C=NC(=NC1)C)C)CC(=O)N1[C@@H]2C[C@@]2(C[C@H]1C(=O)NCCN1CCOCC1)C